ClC1=C(C=NC(=C1)Cl)B(O)O (4,6-dichloropyridin-3-yl)boronic acid